NC1=NC=C(C2=C1C(=NN2C)C2=CC(=C(C=C2)NS(=O)(=O)C(F)F)O[C@@H](C)C2=CC=C(C=C2)F)C=2C=NN(C2)CCOCC(=O)O 2-[2-(4-{4-amino-3-[4-(difluoromethanesulfonamido)-3-[(1S)-1-(4-fluorophenyl)ethoxy]phenyl]-1-methyl-1H-pyrazolo[4,3-c]pyridin-7-yl}-1H-pyrazol-1-yl)ethoxy]acetic acid